(3,4-dichloro-2-fluoro-phenyl)-6-(4-piperidyl)quinazolin-4-amine ClC=1C(=C(C=CC1Cl)C1=NC2=CC=C(C=C2C(=N1)N)C1CCNCC1)F